CN1CCN(CC1)C(CC1=C(N=C(S1)NC(=O)C1CCC(CC1)C)C=1SC=CC1)=O 4-Methyl-cyclohexanecarboxylic acid {5-[2-(4-methyl-piperazin-1-yl)-2-oxo-ethyl]-4-thiophen-2-yl-thiazol-2-yl}-amide